ClC=1C2=C(N=CN1)N(C=C2I)C2CCN(CC2)C(=O)OC(C)(C)C tert-butyl 4-(4-chloro-5-iodo-7H-pyrrolo[2,3-d]pyrimidin-7-yl)piperidine-1-carboxylate